C1C(CC2=CC=CC=C12)NC1=NC=C(C=N1)C1CC(=NO1)N1CCC(CC1)C1=CN=NN1 N-indan-2-yl-5-[3-[4-(1H-triazol-5-yl)-1-piperidyl]-4,5-dihydroisoxazol-5-yl]pyrimidin-2-amine